ClC1=CC=C(C=C1)NC(N(CCN1CCOCC1)C1=C(C=C(C(=O)NC2=NC=CN=C2)C=C1)C)=O 4-{3-(4-chlorophenyl)-1-[2-(4-morpholinyl)ethyl]ureido}-3-methyl-N-(pyrazin-2-yl)benzamide